FC1=C(C=CC=C1)[C@@H](C)OC(=O)NC1=C(C=NN1C)C1=CC=C(C(=N1)C)NC(=O)[C@@H]1[C@H](CCCC1)C(=O)O (1S,2S)-2-((6-(5-((((R)-1-(2-fluorophenyl)ethoxy)carbonyl)amino)-1-methyl-1H-pyrazol-4-yl)-2-methylpyridin-3-yl)carbamoyl)cyclohexane-1-carboxylic acid